2,3-dimethyl-1,4,7-trioxa-8-(piperidin-4-yl)-11,14-dioxa-3,8-diaza-heptadecane-17-carboxylic acid CC(O)N(OCCON(CCOCCOCCCC(=O)O)C1CCNCC1)C